FC(C(=O)O)(F)F.FC(C(=O)O)(F)F.FC(C(=O)O)(F)F.ClC=1C=C(CCNC(=O)C2CCNCC2)C=CC1Cl N-(3,4-dichlorophenethyl)piperidine-4-carboxamide Tritrifluoroacetate